[4-(5-tert-butyl-1,2,4-oxadiazol-3-yl)phenyl]-[8-(5-chlorooxazolo[4,5-b]pyridin-2-yl)-3,8-diazabicyclo[3.2.1]octan-3-yl]methanone C(C)(C)(C)C1=NC(=NO1)C1=CC=C(C=C1)C(=O)N1CC2CCC(C1)N2C=2OC=1C(=NC(=CC1)Cl)N2